C12(CC(C1)C2)NC(CN2C(C(=CC=C2)NC([C@H](CC/C=C/C(=O)OC)NC(=O)C2=NOC(=N2)C)=O)=O)=O (S,E)-methyl 7-(1-(2-(bicyclo[1.1.1]pentan-1-ylamino)-2-oxoethyl)-2-oxo-1,2-dihydropyridin-3-ylamino)-6-(5-methyl-1,2,4-oxadiazole-3-carboxamido)-7-oxohept-2-enoate